(7-ethoxy-2-methyl-2H-indazol-5-yl)-2-{6-[1-(oxazolidin-4-yl)azetidin-3-yl]pyridazin-3-yl}phenol C(C)OC1=CC(=CC2=CN(N=C12)C)C=1C(=C(C=CC1)O)C=1N=NC(=CC1)C1CN(C1)C1NCOC1